COC1=CC=C(C=C1)/C=C/C(=O)C1=C(C=CC=C1)CC(=O)O 2-[2-[(E)-3-(4-Methoxyphenyl)prop-2-enoyl]phenyl]acetic acid